COC1=C(C=CC=C1)C1=CC=C(N=N1)N1CC(CCC1)NCC=1C=NC=CC1 1-(6-(2-methoxyphenyl)pyridazin-3-yl)-N-(pyridin-3-ylmethyl)piperidin-3-amine